3-(2-Benzothiazolyl)-7-(diethylamino)coumarine S1C(=NC2=C1C=CC=C2)C=2C(OC1=CC(=CC=C1C2)N(CC)CC)=O